OC=1C(=NC=CC1)C1OC2=C(O1)C=C(C=C2)C(=O)N (3-hydroxypyridin-2-yl)-2,3-dihydrobenzo[b][1,4]dioxole-6-carboxamide